CC1(COB(OC1)C1=CC=CC2=C1N(C(O2)=O)C(C)C)C 5,5-Dimethyl-1,3,2-dioxaborinan-2-yl-3-isopropyl-1,3-benzoxazol-2(3H)-one